O1CCC(CC1)CNC=1C=NC2=CC=C(C=C2C1NC1CCC(CC1)NC(OC(C)(C)C)=O)C1=CNC2=NC=C(C=C21)C(NCC=2C=NC=CC2)=O tert-Butyl N-[4-({3-[(oxan-4-ylmethyl)amino]-6-{5-[(pyridin-3-ylmethyl)carbamoyl]-1H-pyrrolo[2,3-b]pyridin-3-yl}quinolin-4-yl}amino)cyclohexyl]carbamate